NC(C)=O azapropanone